[3-(4-aminocinnolin-7-yl)-4-[4-(difluoromethyl)pyrazol-1-yl]-5-methoxyphenyl]boronic acid formate salt C(=O)O.NC1=CN=NC2=CC(=CC=C12)C=1C=C(C=C(C1N1N=CC(=C1)C(F)F)OC)B(O)O